4-(4-methoxy-2-((6-((4-methylpiperazin-1-yl)methyl)pyridin-3-yl)amino)-7H-pyrrolo[2,3-d]pyrimidin-5-yl)-N,N-dimethylbenzene-sulfonamide COC=1C2=C(N=C(N1)NC=1C=NC(=CC1)CN1CCN(CC1)C)NC=C2C2=CC=C(C=C2)S(=O)(=O)N(C)C